4-([1,1'-biphenyl]-4-yl)-6-(3-chloronaphthalen-1-yl)-2-phenylpyrimidine C1(=CC=C(C=C1)C1=NC(=NC(=C1)C1=CC(=CC2=CC=CC=C12)Cl)C1=CC=CC=C1)C1=CC=CC=C1